C(C)(C)(C)OC(=O)N[C@H]([C@H](C(=O)OCC)NC1=NC=CC=C1[N+](=O)[O-])C1=CC=CC=C1 ethyl (2R,3S)-3-(tert-butoxycarbonylamino)-2-[(3-nitro-2-pyridyl)amino]-3-phenyl-propanoate